FC1(CC2(C1)CC(N(CC2)CC2=C1C=CNC1=C(C=C2OC)C)C2=CC=C(C(=O)NC1CC3(CC(C3)C(=O)O)C1)C=C2)F 6-(4-(2,2-difluoro-7-((5-methoxy-7-methyl-1H-indol-4-yl)methyl)-7-azaspiro[3.5]nonan-6-yl)benzamido)spiro[3.3]heptane-2-carboxylic acid